3-amino-4-formamidopyrazole hemisulfate S(=O)(=O)(O)O.NC1=NNC=C1NC=O.NC1=NNC=C1NC=O